1-(5-carboxypentyl)-3-(4-chlorophenyl)-1-methylurea C(=O)(O)CCCCCN(C(=O)NC1=CC=C(C=C1)Cl)C